1,3-disilyltetrasilane [SiH3][SiH2][SiH2][SiH]([SiH3])[SiH3]